C(CCC)C1=CN=C(C(=N1)N1CCN(CC1)CC(=O)OC)C1=CC=C(C=C1)OC methyl 2-(4-(6-butyl-3-(4-methoxyphenyl)pyrazin-2-yl)piperazin-1-yl)acetate